methyl 4-(4-(1,1,1-trifluoropropan-2-yl)phenyl)pyrrolo[1,2-a]quinoxaline-7-carboxylate FC(C(C)C1=CC=C(C=C1)C=1C=2N(C3=CC=C(C=C3N1)C(=O)OC)C=CC2)(F)F